O1CCC(CC1)ON=C1CCC12C1C34CCN(C(C3(CC2)O)CC2=CC=C(C(=C24)O1)O)CC1CC1 3'-(cyclopropylmethyl)-4a',9'-dihydroxy-2',3',4',4a',5',6'-hexahydro-1'H,7a'H-spiro[cyclobutane-1,7'-[4,12]methanobenzofuro[3,2-e]isoquinolin]-2-one O-tetrahydro-2H-pyran-4-yl oxime